(S)-2-((fluorenylmethoxycarbonyl)amino)-3-(4-(4-(tetrahydrofuran-3-yl)-2-oxopiperazin-1-yl)phenyl)propionic acid C1(=CC=CC=2C3=CC=CC=C3CC12)COC(=O)N[C@H](C(=O)O)CC1=CC=C(C=C1)N1C(CN(CC1)C1COCC1)=O